IC1=C(C(=O)NC2CCCCC2)C=CC=C1 2-iodo-N-cyclohexyl-benzamide